methyl 1-(oxazol-2-ylmethyl)-2-((4-(6-(pyridin-3-ylmethoxy)pyridin-2-yl)piperazin-1-yl)methyl)-1H-benzo[d]imidazole-6-carboxylate O1C(=NC=C1)CN1C(=NC2=C1C=C(C=C2)C(=O)OC)CN2CCN(CC2)C2=NC(=CC=C2)OCC=2C=NC=CC2